(3-methoxyphenyl)(methyl)((trimethylsilyl)imino)-λ6-sulfanone COC=1C=C(C=CC1)S(=O)(=N[Si](C)(C)C)C